N1(CCC2=CC=CC=C12)C(C)=O 1-(indolin-1-yl)ethan-1-one